C[C@@]1(CN(CC1)C1=CC(=CC=C1)C1(CC1)C(NC1=CC=C(C=C1)C1=CC2=C(N=CN=C2N2CCOCC2)N1COCC[Si](C)(C)C)=O)NC(OC(C)(C)C)=O tert-butyl (R)-(3-methyl-1-(3-(1-((4-(4-morpholino-7-((2-(trimethylsilyl)ethoxy)methyl)-7H-pyrrolo[2,3-d]pyrimidin-6-yl)phenyl)carbamoyl)cyclopropyl)phenyl)pyrrolidin-3-yl)carbamate